3,3'-diethyl-1,1'-biphenyl C(C)C=1C=C(C=CC1)C1=CC(=CC=C1)CC